C1(=CC=CC=C1)C1CC2=C(NN=C2C(=O)O)CO1 5-phenyl-1,4,5,7-tetrahydropyrano[3,4-c]pyrazole-3-carboxylic acid